COC=1C=C2C3=C(NC2=CC1)CN(C(C3)C)C(=O)OC(C)(C)C tert-butyl 6-methoxy-3-methyl-1,3,4,9-tetrahydro-2H-pyrido[3,4-b]indole-2-carboxylate